2,3-DIHYDRO-1H-ISOINDOLE-1,3-DIONE C1(NC(C2=CC=CC=C12)=O)=O